NC1=NC=CC(=C1)OC1=C(C=C(C=C1)NC1=C(C(=O)NC2=CC=CC=C2)C=CC=N1)Cl 2-((4-((2-aminopyridin-4-yl)oxy)-3-chlorophenyl)amino)-N-phenylnicotinamide